tert-butyl N-cyclobutyl-N-[(3R)-1-{6-[5-fluoro-2-(methoxymethoxy)-4-(5-methoxypyridin-3-yl)phenyl]pyridazin-3-yl}pyrrolidin-3-yl]carbamate C1(CCC1)N(C(OC(C)(C)C)=O)[C@H]1CN(CC1)C=1N=NC(=CC1)C1=C(C=C(C(=C1)F)C=1C=NC=C(C1)OC)OCOC